N-(1'-(2-(2,2-dimethylcyclopropyl)-6-methylpyrimidin-4-yl)-1',2'-dihydrospiro[cyclopropane-1,3'-pyrrolo[3,2-c]pyridin]-6'-yl)acetamide CC1(C(C1)C1=NC(=CC(=N1)N1CC2(C=3C=NC(=CC31)NC(C)=O)CC2)C)C